CN(C)CC1=CC=C(C=C1)C1=CC(=C(S1)C(=O)N1C[C@H](CC1)NC(OC(C)(C)C)=O)C tert-butyl (S)-(1-(5-(4-((dimethylamino)methyl)phenyl)-3-methylthiophene-2-carbonyl)pyrrolidin-3-yl)carbamate